cobalt tungsten carbide C.[Co].[W]